2-amino-3-hydroxybutanoic acid NC(C(=O)O)C(C)O